The molecule is a carboxamidinium ion consisting of 2,3,4,5-tetrahydropyridinium having a (4-aminobenzyl)amino group at the 2-position. It has a role as an epitope. C1CC[NH+]=C(C1)NCC2=CC=C(C=C2)N